NNC(=S)N thiosemicarbazide